CC1=C(C(=O)NN)C=C(C(=N1)C)F methyl-5-fluoro-6-methylnicotinohydrazide